12-methyleneoleoyl-CoA C=C(C\C=C/CCCCCCCC(=O)SCCNC(CCNC([C@@H](C(COP(OP(OC[C@@H]1[C@H]([C@H]([C@@H](O1)N1C=NC=2C(N)=NC=NC12)O)OP(=O)(O)O)(=O)O)(=O)O)(C)C)O)=O)=O)CCCCCC